CNCCN1CCN(CC1)CCC(=O)N 3-{4-[2-(methylamino)ethyl]piperazin-1-yl}propionamide